CC1=NC(=NC(=C1)C)N1CCN(CC1)S(=O)(=O)C1=CC=C(C=C1)NC(C1=C(C=CC=C1)N(S(=O)(=O)C)C)=O N-(4-((4-(4,6-dimethylpyrimidin-2-yl)piperazin-1-yl)sulfonyl)phenyl)-2-(N-methylmethylsulfonamido)benzamide